[6-(5-amino-[1,3,4]oxadiazol-2-yl)-4-fluoro-1H-benzoimidazol-5-yl]-(4-bromo-2-methyl-phenyl)-amine NC1=NN=C(O1)C=1C(=C(C2=C(NC=N2)C1)F)NC1=C(C=C(C=C1)Br)C